CC(C(=O)[O-])(C(=O)[O-])C.[Ca+2] calcium 2,2-dimethylmalonate